CC1=CC=C(CN)C=C1 4-methylbenzylamine